2,3-dimethyl-chloroethylbenzene CC1=C(C=CC=C1C)CCCl